(S)-quinuclidin-3-yl (2,2-diethyl-5-(4-ethylphenyl)-2,3-dihydro-1H-inden-1-yl)carbamate C(C)C1(C(C2=CC=C(C=C2C1)C1=CC=C(C=C1)CC)NC(O[C@@H]1CN2CCC1CC2)=O)CC